(S)-1'-(9-(1-phenylvinyl)-2,7-dihydro-3H-imidazo[1,2-c]pyrazolo[4,3-e]pyrimidin-5-yl)-1,3-dihydrospiro[indene-2,4'-piperidine]-1-amine C1(=CC=CC=C1)C(=C)C1=NNC2=C1C=1N(C(=N2)N2CCC3(CC2)[C@@H](C2=CC=CC=C2C3)N)CCN1